C(C)(C)(C)[C@]1([C@@]2(CC[C@](CC1=O)(N2C(=O)OCC2=C(C=C(C=C2F)C#C)F)C)C)F |r| (4-ethynyl-2,6-difluorophenyl)methanol rac-tert-butyl-(1S,2R,5R)-2-fluoro-1,5-dimethyl-3-oxo-8-azabicyclo[3.2.1]octane-8-carboxylate